1-(5-(((1S,3'R,4'S,5'S,6'R)-5-Chloro-3',4',5'-trihydroxy-6'-methyl-3',4',5',6'-tetrahydro-3H-spiro[isobenzofuran-1,2'-pyran]-6-yl)methyl)-thiophen-2-yl)cyclopropan-1-formonitril ClC=1C=C2CO[C@]3(O[C@@H]([C@H]([C@@H]([C@H]3O)O)O)C)C2=CC1CC1=CC=C(S1)C1(CC1)C#N